(3-{[2-(4-cyclopropylphenyl)imidazo[1,2-a]pyrimidin-3-yl]methyl}-3,8-diazabicyclo[3.2.1]octan-8-yl)[6-(difluoromethoxy)pyridin-2-yl]methanone C1(CC1)C1=CC=C(C=C1)C=1N=C2N(C=CC=N2)C1CN1CC2CCC(C1)N2C(=O)C2=NC(=CC=C2)OC(F)F